6-amino-N-(7-{9-amino-1,4-dioxa-7-azaspiro[4.4]nonan-7-yl}-2H,3H,4H-pyrano[2,3-b]pyridin-3-yl)-2-methylthieno[2,3-d][1,3]thiazole-5-carboxamide NC1=C(SC=2N=C(SC21)C)C(=O)NC2CC=1C(=NC(=CC1)N1CC3(OCCO3)C(C1)N)OC2